CN1C(=C(C=C1C)C1=CC=CC=C1)C(C(=O)NC=1C=CC2=C(OCC3N2CCN(C3)C=3NC(C(=CN3)F)=O)C1)=O 2-(1,5-Dimethyl-3-phenyl-1H-pyrrol-2-yl)-N-(3-(5-fluoro-6-oxo-1,6-dihydropyrimidine-2-yl)-1,2,3,4,4a,5-hexahydrobenzo[b]pyrazino[1,2-d][1,4]oxazin-8-yl)-2-oxoacetamide